methyl 4-(benzo[d][1,3]dioxol-4-yloxy)-2-chlorobenzoate O1COC2=C1C=CC=C2OC2=CC(=C(C(=O)OC)C=C2)Cl